CN1N=C(C(=C1C)O)C1=CC(=CC=C1)S(=O)(=O)C(C)(C)C 1,5-Dimethyl-3-(3-(tert-butylsulfonyl)phenyl)-pyrazole-4-ol